O[C@]1(COCC2=C1NC(C1=C2C=C(S1)C=1C(=NNC1)C)=O)C(C)C (R)-4-hydroxy-4-isopropyl-8-(3-methyl-1H-pyrazol-4-yl)-1,3,4,5-tetrahydro-6H-pyrano[4,3-b]Thieno[3,2-d]Pyridin-6-one